methyl rel-(3S)-1-[5-[2-(3-fluorophenyl)ethynyl]indan-1-yl]pyrrolidine-3-carboxylate FC=1C=C(C=CC1)C#CC=1C=C2CCC(C2=CC1)N1C[C@H](CC1)C(=O)OC |o1:20|